6'-(piperidin-4-yl)-4',8'-dihydro-2'H,7'H-spiro[cyclopropane-1,3'-thiopyrano[2,3-b]pyridine]-7'-one hydrochloride Cl.N1CCC(CC1)C1=CC2=C(NC1=O)SCC1(C2)CC1